4-(5-cyclopropyloxy-2-methyl-4-nitrophenyl)-1-(1-methoxy-2-methylpropane-2-yl)-1,2,3,6-tetrahydropyridine C1(CC1)OC=1C(=CC(=C(C1)C=1CCN(CC1)C(COC)(C)C)C)[N+](=O)[O-]